oleoylaminoethyl chloride C(CCCCCCC\C=C/CCCCCCCC)(=O)NCCCl